ClC=1N(C(C=C(C1C(=O)OC)\C=C\OCC)=O)C methyl (E)-2-chloro-4-(2-ethoxyvinyl)-1-methyl-6-oxo-1,6-dihydropyridine-3-carboxylate